6-chloro-2,3-dimethyl-8-(1,4-dioxaspiro[4.5]dec-7-en-8-yl)pyrimido[5,4-d]pyrimidin-4(3H)-one ClC=1N=C(C=2N=C(N(C(C2N1)=O)C)C)C1=CCC2(OCCO2)CC1